2-Aminopropyl (7-fluoro-6-(8-methyl-2,3-dihydro-1H-pyrido[2,3-b][1,4]oxazin-7-yl)isoquinolin-3-yl)carbamate FC1=C(C=C2C=C(N=CC2=C1)NC(OCC(C)N)=O)C1=C(C2=C(OCCN2)N=C1)C